2H-benzo[a]quinolizin-2-one C=1C(C=CN2C=CC3=C(C12)C=CC=C3)=O